C(C)C1=CC=C(C=C1)N1C(C2=CC=CC=C2C(N1)=O)=O 2-(4-ethylphenyl)-2,3-dihydro-phthalazine-1,4-dione